2,5-dioxopyrrolidin-1-yl 3-methoxypropanoate COCCC(=O)ON1C(CCC1=O)=O